N-(3-chloro-2-fluorophenyl)-5-methyl-6-nitroquinazolin-4-amine ClC=1C(=C(C=CC1)NC1=NC=NC2=CC=C(C(=C12)C)[N+](=O)[O-])F